FC=1C(=C(C=CC1)NC(=S)C=1C(NCCC1)=O)OC N-(3-fluoro-2-methoxyphenyl)-2-oxo-5,6-dihydro-1H-pyridine-3-carbothioamide